C(C)(C)(C)OC(=O)N1CCC2(ONON2)CC1.N1C=C(C=2C1=CN=CC2)CC2C(NC(O2)=O)=O (Z)-5-((1H-pyrrolo[2,3-c]pyridin-3-yl)methyl)oxazolidine-2,4-dione tert-butyl-2,4-dioxa-1,3,8-triazaspiro[4.5]decane-8-carboxylate